2-(3,3-bis(tert-butoxycarbonyl)-7-(tert-butyl)-1-methyl-1,2,3,4-tetrahydronaphthalen-1-yl)acetic acid C(C)(C)(C)OC(=O)C1(CC(C2=CC(=CC=C2C1)C(C)(C)C)(C)CC(=O)O)C(=O)OC(C)(C)C